4-chloro-5-(piperazin-1-yl)pyridazine ClC1=CN=NC=C1N1CCNCC1